N-(3-fluoro-2-hydroxypropyl)-2-(2-(N-(1-(1-(naphthalen-1-yl)ethyl)piperidin-4-yl)methylsulfonamido)acetamido)acetamide FCC(CNC(CNC(CN(S(=O)(=O)C)C1CCN(CC1)C(C)C1=CC=CC2=CC=CC=C12)=O)=O)O